4-(6-(4-aminopiperidin-1-yl)-3-(3-methyl-3H-[1,2,3]triazolo[4,5-b]pyridin-6-yl)pyridin-2-yl)-2-fluorobenzonitrile NC1CCN(CC1)C1=CC=C(C(=N1)C1=CC(=C(C#N)C=C1)F)C=1C=C2C(=NC1)N(N=N2)C